C(#N)C=1C=C(C=CC1)C(CC(C)([N+](=O)[O-])C)=O 1-(3-cyanophenyl)-3-methyl-3-nitro-1-butanone